C(C1=CC=CC=C1)C(C(=O)O)(C(=O)O)OC[C@H]1O[C@H]([C@@H]([C@@]1(O)C#C)O)N1C=NC=2C1=NC(=CC2)Cl 2-benzyl-2-(((2R,3S,4R,5R)-5-(5-chloro-3H-imidazo[4,5-b]pyridin-3-yl)-3-ethynyl-3,4-dihydroxytetrahydrofuran-2-yl)methoxy)malonic acid